2-(2-morpholinobenzamido)-4-(3-(2-(5,6,7,8-tetrahydro-1,8-naphthyridin-2-yl)ethyl)pyrrolidin-1-yl)butanoic acid O1CCN(CC1)C1=C(C(=O)NC(C(=O)O)CCN2CC(CC2)CCC2=NC=3NCCCC3C=C2)C=CC=C1